C1=CC=CC=2N1N1C(=CN2)C=CC=C1 dipyrido[1,2-b:2',1'-f][1,2,4]triazine